(2,2-difluoro-3-hydroxynonanoyl)-N-methyl-L-leucine FC(C(=O)N([C@@H](CC(C)C)C(=O)O)C)(C(CCCCCC)O)F